4-amino-7-fluoro-N-methyl-N-((5S)-2-(trifluoromethyl)-6,7-dihydro-5H-cyclopenta[b]pyridin-5-yl)-1,3-dihydrofuro[3,4-c]quinoline-8-carboxamide NC1=NC=2C=C(C(=CC2C2=C1COC2)C(=O)N([C@H]2CCC1=NC(=CC=C12)C(F)(F)F)C)F